C(CCCCCCC#CC)O 8-decyn-1-ol